N-(1-(azetidin-1-ylmethyl)cyclopropyl)-5-fluoro-2,3-dihydro-1H-indene-1-carboxamide N1(CCC1)CC1(CC1)NC(=O)C1CCC2=CC(=CC=C12)F